[OH-].[Zr+4].[OH-].[OH-].[OH-] Zirconium(IV) hydroxide